(±)-8-(2-hydroxy-2-methylcyclopentyl)-6-(methyl-d3)-2-((1-((methyl-d3)sulfonyl)piperidin-4-yl)amino)pyrido[2,3-d]pyrimidin-7(8H)-one OC1(C(CCC1)N1C(C(=CC2=C1N=C(N=C2)NC2CCN(CC2)S(=O)(=O)C([2H])([2H])[2H])C([2H])([2H])[2H])=O)C